CN(CCN(C(CCCC(F)(F)F)=O)C(CCCCCC(=O)OCC(CCCCCC)CCCC)CCCCCC(=O)OCC(CCCCCC)CCCC)C BIS(2-BUTYLOCTYL) 7-(N-(2-(DIMETHYLAMINO)ETHYL)-5,5,5-TRIFLUOROPENTANAMIDO)TRIDECANEDIOATE